2-(4-fluoro-1,3-dihydro-2-benzofuran-5-yl)-4,4,5,5-tetramethyl-1,3,2-dioxaborolane FC1=C(C=CC=2COCC21)B2OC(C(O2)(C)C)(C)C